3-(2,6-difluoro-4-(3-((5-(spiro[3.3]heptan-2-yl)-1,3,4-oxadiazol-2-yl)amino)azetidin-1-yl)phenyl)piperidine-2,6-dione FC1=C(C(=CC(=C1)N1CC(C1)NC=1OC(=NN1)C1CC2(C1)CCC2)F)C2C(NC(CC2)=O)=O